diethyltabun C(C)C(OP(=O)(C#N)N(C)C)(C)CC